FC1=C(C(=O)NCC2CCC(CC2)N2N=C3C=C(C=CC3=C2)N2N=C(C=C2)C)C=C(C(=C1F)O)F 2,3,5-trifluoro-4-hydroxy-N-({(1r,4r)-4-[6-(3-methyl-1H-pyrazol-1-yl)-2H-indazol-2-yl]cyclohexyl}methyl)benzamide